O=C1NC2(C(N1)=O)CC(CC2)CC2=NC=C(C=C2S(=O)(=O)N)C(F)(F)F ((2,4-dioxo-1,3-diazaspiro[4.4]nonane-7-yl)methyl)-5-(trifluoromethyl)pyridine-3-sulfonamide